2-chloro-N-(3,4-difluorophenyl)-3-(2-(((1r,3r)-3-hydroxycyclobutyl)amino)-2-oxoacetyl)-5,6,7,8-tetrahydroindolizine-1-carboxamide ClC=1C(=C2CCCCN2C1C(C(=O)NC1CC(C1)O)=O)C(=O)NC1=CC(=C(C=C1)F)F